C(C)[SiH](C)C ethyl-dimethylsilane